Cl.FC(CN1CC2=CC(=CC=C2CC1)N(C=1C=NN(C1)C)C(C)C)F 2-(2,2-difluoroethyl)-N-isopropyl-N-(1-methyl-1H-pyrazol-4-yl)-1,2,3,4-tetrahydroisoquinolin-7-amine hydrochloride